FC=1C=C(C=CC1C(F)(F)F)C1=CC2(CN(C2)C(=O)C=2C=C3CN(C(C3=CC2)=O)C2C(NC(CC2)=O)=O)C1 3-(5-(6-(3-fluoro-4-(trifluoromethyl)phenyl)-2-azaspiro[3.3]hept-5-ene-2-carbonyl)-1-oxoisoindolin-2-yl)piperidine-2,6-dione